C(C)(C)(C)OC(=O)N1CC2CCCC(C1)O2 9-oxa-3-azabicyclo[3.3.1]nonane-3-carboxylic acid tert-butyl ester